N-(((1r,3r,5r,7r)-adamantan-2-yl)methyl)-5-(4-chlorophenyl)-1-(2,4-dichlorophenyl)-4-methyl-1H-pyrazole-3-carboxamide C12C(C3CC(CC(C1)C3)C2)CNC(=O)C2=NN(C(=C2C)C2=CC=C(C=C2)Cl)C2=C(C=C(C=C2)Cl)Cl